1-methylcyclopentan-1,2-diol CC1(C(CCC1)O)O